4-(2-(((1H-pyrazol-4-yl)methoxy)methyl)-6-(3-(m-tolyl)-1H-pyrazol-1-yl)pyrimidin-4-yl)morpholine N1N=CC(=C1)COCC1=NC(=CC(=N1)N1CCOCC1)N1N=C(C=C1)C=1C=C(C=CC1)C